N-[[2-(3-chlorophenyl)oxetan-2-yl]methyl]-2-cyclohexyl-acetamide ClC=1C=C(C=CC1)C1(OCC1)CNC(CC1CCCCC1)=O